NC1=C(C=C(C=C1C)C1=CC(=C(N)C(=C1)C)C)C 4-(4-amino-3,5-dimethylphenyl)-2,6-dimethylaniline